3-((1H-indol-5-yl)oxy)benzohydrazide N1C=CC2=CC(=CC=C12)OC=1C=C(C(=O)NN)C=CC1